COC(=O)C1=C(C=NC=C1)NC[C@@H]1CCOC2=C1C=CC(=C2)C2=C(C=CC(=C2)F)OC 3-({[(4R)-7-(5-fluoro-2-methoxyphenyl)-3,4-dihydro-2H-1-benzopyran-4-yl]methyl}amino)pyridine-4-carboxylic acid methyl ester